BrC=1N=CC=2N(C1)C=C(N2)N 6-bromoimidazo[1,2-a]pyrazin-2-amine